C(C#CCCCC)(=O)OCCCC butyl 2-heptynoate